DIBENZOFURANE C1=CC=CC=2OC3=C(C21)C=CC=C3